4-((4-((4-((4-(benzyloxy)-2-methoxy-6-methylbenzoyl)oxy)-3-fluoro-2-hydroxy-5,6-dimethylbenzoyl)oxy)-2,3,6-trimethylbenzoyl)oxy)-2,3,5,6-tetramethylbenzoic acid C(C1=CC=CC=C1)OC1=CC(=C(C(=O)OC2=C(C(=C(C(=O)OC3=C(C(=C(C(=O)OC4=C(C(=C(C(=O)O)C(=C4C)C)C)C)C(=C3)C)C)C)C(=C2C)C)O)F)C(=C1)C)OC